(s)-2-((6,7-Dichloro-2-(2-(4-methylmorpholin-3-yl)acetyl)-10-(1H-pyrazol-4-yl)-1,2,3,4-tetrahydropyrazino[1,2-a]indol-9-yl)oxy)acetonitrile ClC1=C(C=C(C=2C(=C3N(C12)CCN(C3)C(C[C@@H]3N(CCOC3)C)=O)C=3C=NNC3)OCC#N)Cl